stearoyl-2-myristoyl-sn-glycero-3-phosphocholine C(CCCCCCCCCCCCCCCCC)(=O)C(OP(OC[C@@H](CO)OC(CCCCCCCCCCCCC)=O)(=O)[O-])C[N+](C)(C)C